COC1=CC=C(CNC2=NC3=CC(=CC=C3C=C2)S)C=C1 2-((4-methoxy-benzyl)amino)quinoline-7-thiol